3-bromo-1,2-benzenediacetate BrC1=C(C(=CC=C1)CC(=O)[O-])CC(=O)[O-]